O(C1=CC=CC=C1)C(=O)NS(=O)(=O)OCC(F)(F)F Phenoxycarbonyl-(2,2,2-Trifluoroethoxy)Sulfonamide